ClC1=NC=CC(=N1)NC=1C=C2C(=CC1)C(NCC21CC1)=O 6-[(2-chloropyrimidin-4-yl)amino]spiro[2,3-dihydroisoquinoline-4,1'-cyclopropane]-1-one